C1(=CC=CC=C1)OS(=O)(=O)O.C(=O)(O)COC1=CC=C(C=C1)C(C1=NC=CC=C1)[Na] ((4-(carboxymethoxy)phenyl)(pyridin-2-yl)methyl)sodium phenylsulfate